5-chloro-N-(3-cyclopropyl-5-(((3R,5R)-3,5-dimethylpiperazine-1-yl)methyl)phenyl)-4-(6-methyl-1H-indol-3-yl)pyrimidine-2-amin ClC=1C(=NC(=NC1)NC1=CC(=CC(=C1)CN1C[C@H](N[C@@H](C1)C)C)C1CC1)C1=CNC2=CC(=CC=C12)C